4-(4-(cyclopropylamino)piperidin-1-yl)-2-methyl-N-(2-methyl-7-(methylsulfonamidomethyl)-2H-indazol-5-yl)-2H-indazole-7-carboxamide 2,2,2-trifluoroacetate FC(C(=O)O)(F)F.C1(CC1)NC1CCN(CC1)C=1C2=CN(N=C2C(=CC1)C(=O)NC1=CC2=CN(N=C2C(=C1)CNS(=O)(=O)C)C)C